IC(CC(CC(CC(CC(CCCC(OCCCC)OC(CCCC(CC(CC(CC(CC(C)I)C)C)C)C)OCCCC)C)C)C)C)C 12-iodo-4,6,8,10-tetramethyltridecylbutoxymethyl ether